N-(9-methoxy-9H-fluoren-2-yl)pivalamide COC1C2=CC=CC=C2C=2C=CC(=CC12)NC(C(C)(C)C)=O